acryloyloxyethyl-dimethylbenzyl-ammonium bromide [Br-].C(C=C)(=O)OCC[N+](CC1=CC=CC=C1)(C)C